bis(1,2,2,6,6-pentamethyl-4-piperidyl)decanedioate CN1C(CC(CC1(C)C)OC(CCCCCCCCC(=O)OC1CC(N(C(C1)(C)C)C)(C)C)=O)(C)C